CN1N=CC=C1C1=CC=C(C=C1)C1=CN=CC=2[C@@H](CCCC12)NC(CC)=O (R)-N-(4-(4-(1-methyl-1H-pyrazol-5-yl)phenyl)-5,6,7,8-tetrahydroisoquinolin-8-yl)propanamide